2-amino-1-(2,3-dihydro-1H-pyrrolo[2,3-b]pyridin-1-yl)ethan-1-one hydrochloride Cl.NCC(=O)N1CCC=2C1=NC=CC2